2-{3-[(2R,6S)-2,6-dimethylmorpholine-4-carbonyl]-5,6-dihydrocyclopenta[c]pyrazol-1(4H)-yl}-1-[4-(2,4-dimethylphenyl)piperazin-1-yl]ethan-1-one C[C@@H]1CN(C[C@@H](O1)C)C(=O)C=1C2=C(N(N1)CC(=O)N1CCN(CC1)C1=C(C=C(C=C1)C)C)CCC2